3-(4-(4-amino-3-(4-phenoxyphenyl)-1H-pyrazolo[3,4-d]pyrimidin-1-yl)-[1,4'-bipiperidin]-1'-yl)azetidine-1-carboxylate NC1=C2C(=NC=N1)N(N=C2C2=CC=C(C=C2)OC2=CC=CC=C2)C2CCN(CC2)C2CCN(CC2)C2CN(C2)C(=O)[O-]